FC(OC=1C=C(C=C(C1)F)C1=CC2=C(O[C@@H](CN2S(=O)(=O)C2=CC(=CC=C2)C(F)(F)F)C23CCC(CC2)(C3)C(=O)O)C=C1)F 4-((R)-6-(3-(difluoromethoxy)-5-fluorophenyl)-4-((3-(trifluoromethyl)phenyl)sulfonyl)-3,4-dihydro-2H-benzo[b][1,4]oxazin-2-yl)bicyclo[2.2.1]heptane-1-carboxylic acid